C(C1=CC=CC=C1)N1[C@H](CC[C@H]1C(=O)OCC)C(=O)OCC cis-Diethyl 1-benzylpyrrolidine-2,5-dicarboxylate